phenyl phosphorodiamidate P(OC1=CC=CC=C1)(=O)(N)N